COC=1C=C(C=CC1OC)C1=CC=NC=2N1N=C(C2)C(=O)NC2CCC(CC2)C(=O)N2CCNCC2 7-(3,4-dimethoxyphenyl)-N-((1R,4R)-4-(piperazine-1-carbonyl)cyclohexyl)pyrazolo[1,5-a]pyrimidine-2-carboxamide